4-bromo-[1,1'-biphenyl] BrC1=CC=C(C=C1)C1=CC=CC=C1